C(#N)/C(/C(=O)NC1=NC=C(C=C1)OC)=C(\C=1C=NOC1C)/O (Z)-2-cyano-3-hydroxy-N-(5-methoxy-2-pyridyl)-3-(5-methylisoxazol-4-yl)prop-2-enamide